(3,3-Difluorocyclobutyl) ethylmethanesulfonate C(C)CS(=O)(=O)OC1CC(C1)(F)F